C(#N)C1=C(C=CC(=C1)S(N[C@H](C)C1CCNCC1)(=O)=O)NC(C1=C(C=CC=C1)C)=O (R)-N-(2-cyano-4-(N-(1-(piperidin-4-yl)ethyl)sulfamoyl)phenyl)-2-methyl-benzamide